FC1(C2(C1)CC=1N(N=C(C1C1=C3C(=NC(=C1)C)NN=C3)C3=CC=C(C=C3)F)C2)F 1',1'-difluoro-2-(4-fluorophenyl)-3-(6-methyl-1H-pyrazolo[3,4-b]pyridin-4-yl)spiro[4,6-dihydropyrrolo[1,2-b]pyrazole-5,2'-cyclopropane]